4-{4-[1-(3,4-dimethylphenyl)-1H-pyrazolo[4,3-c]quinolin-3-yl]phenyl}piperazine CC=1C=C(C=CC1C)N1N=C(C=2C=NC=3C=CC=CC3C21)C2=CC=C(C=C2)N2CCNCC2